tert-butyl 9-(4-(4-(benzo[d]thiazol-5-ylamino)quinolin-6-yl)-3-fluorobenzyl)-3,9-diazaspiro[5.5]undecane-3-carboxylate S1C=NC2=C1C=CC(=C2)NC2=CC=NC1=CC=C(C=C21)C2=C(C=C(CN1CCC3(CCN(CC3)C(=O)OC(C)(C)C)CC1)C=C2)F